2-[4-[N-methyl-4-[1-(trifluoromethyl)cyclopropyl]anilino]phenoxy]pyrido[3,4-d]pyrimidin-4-ol CN(C1=CC=C(C=C1)C1(CC1)C(F)(F)F)C1=CC=C(OC=2N=C(C3=C(N2)C=NC=C3)O)C=C1